C12(CC(C1)C2)COC2=C(C=C(C=C2F)NC(=O)C=2N=C(OC2CC(F)(F)F)N2CCCC2)F N-(4-(bicyclo[1.1.1]pentan-1-ylmethoxy)-3,5-difluorophenyl)-2-(pyrrolidin-1-yl)-5-(2,2,2-trifluoroethyl)oxazole-4-carboxamide